N-(5-(7-(2,6-dichloro-3,5-dimethoxyphenyl)-5-oxo-5,6-dihydro-2,6-naphthyridin-3-yl)-1-(2-methoxyethyl)-1H-pyrazol-4-yl)acrylamide tert-butyl-4-(2-chloroethyl)piperazine-1-carboxylate C(C)(C)(C)OC(=O)N1CCN(CC1)CCCl.ClC1=C(C(=C(C=C1OC)OC)Cl)C=1NC(C=2C=C(N=CC2C1)C1=C(C=NN1CCOC)NC(C=C)=O)=O